2-(2-(cyclopropanesulfonylamino)thiazol-4-yl)-N-(4-(5-(difluoromethoxy)pyridin-3-yl)-2-fluorophenyl)-2-methylpropanamide C1(CC1)S(=O)(=O)NC=1SC=C(N1)C(C(=O)NC1=C(C=C(C=C1)C=1C=NC=C(C1)OC(F)F)F)(C)C